P(=O)(OCCl)([O-])[O-] mono(chloromethyl) phosphate